COC(CCC1=NC2=C(N1C)C=CC=C2)=O 2-(3-methoxy-3-oxopropyl)-1-methyl-1H-benzo[d]imidazole